5-[(3-Amino-1H-1,2,4-triazol-1-yl)methyl]-2-methoxypyridin NC1=NN(C=N1)CC=1C=CC(=NC1)OC